Cl.C(C1=CC=CC=C1)NC=1C=C(C=C(C1)[N+](=O)[O-])B(O)O 3-(BENZYLAMINO)-5-NITROBENZENEBORONIC ACID HYDROCHLORIDE